(R)-2-((tert-Butoxycarbonyl)amino)-6-(4-methoxyphenyl)-4-oxohexanoic acid methyl ester COC([C@@H](CC(CCC1=CC=C(C=C1)OC)=O)NC(=O)OC(C)(C)C)=O